N-(6-(2-(tert-Butylamino)-2-oxoethyl)-6-azaspiro[2.5]octan-1-yl)-3,5-dichlorobenzamide C(C)(C)(C)NC(CN1CCC2(CC2NC(C2=CC(=CC(=C2)Cl)Cl)=O)CC1)=O